5,3',4'-trihydroxyflavone OC1=C2C(C=C(OC2=CC=C1)C1=CC(=C(C=C1)O)O)=O